N-{(6R)-7,7-difluoro-2-[6-fluoro-4-(2,4,6-trifluorophenyl)-1,2-benzoxazol-3-yl]-3-oxo-2,5,6,7-tetrahydro-3H-pyrrolo[1,2-c]imidazol-6-yl}ethanesulfonamide FC1([C@@H](CN2C(N(C=C21)C2=NOC1=C2C(=CC(=C1)F)C1=C(C=C(C=C1F)F)F)=O)NS(=O)(=O)CC)F